6-fluorobenzo[d]thiazol-5-amine FC1=CC2=C(N=CS2)C=C1N